C(C=C)(=O)N1CCC(CC1)C(=O)NCC1=CC2=C(C=C(O2)C(NS(=O)(=O)C2=C(C=CC=C2)F)=O)C=C1 1-propenoyl-N-((2-(((2-fluorophenyl)sulfonyl)carbamoyl)benzofuran-6-yl)methyl)piperidine-4-carboxamide